3-[(2,3-Dihydrothieno[3,4-b]-[1,4]dioxin-2-yl)methoxy]-1-methyl-1-propanesulfonic acid ammonium salt [NH4+].O1C=2C(OCC1COCCC(S(=O)(=O)[O-])C)=CSC2